2-[2-[2-[2-[2-[2-[2-[(4-nitrophenyl)sulfonylamino]ethoxy] ethoxy] ethoxy] ethoxy]ethoxy]ethoxy]ethyl 4-methylbenzenesulfonate CC1=CC=C(C=C1)S(=O)(=O)OCCOCCOCCOCCOCCOCCOCCNS(=O)(=O)C1=CC=C(C=C1)[N+](=O)[O-]